2-(3-methylazetidin-3-yl)-1,3,4-oxadiazole trifluoroacetate FC(C(=O)O)(F)F.CC1(CNC1)C=1OC=NN1